methyl 2-(2-methoxy-8-oxo-5,6,7,8-tetrahydroquinazolin-7-yl)-2-oxoacetate COC1=NC=2C(C(CCC2C=N1)C(C(=O)OC)=O)=O